tert-butyl (3S)-3-[[4-[1-(benzenesulfonyl)-6-(3,5-dimethyl-1,2,4-triazol-4-yl)pyrrolo[2,3-b]pyridin-3-yl]-5-(trifluoromethyl)pyrimidin-2-yl]amino]piperidine-1-carboxylate C1(=CC=CC=C1)S(=O)(=O)N1C=C(C=2C1=NC(=CC2)N2C(=NN=C2C)C)C2=NC(=NC=C2C(F)(F)F)N[C@@H]2CN(CCC2)C(=O)OC(C)(C)C